2-(2,6-dimethyl-4H-pyran-4-ylidene)-3-oxoglutaronitrile CC=1OC(=CC(C1)=C(C#N)C(CC#N)=O)C